2-[6-[[1-methyl-5-(trifluoromethyl)pyrazol-4-yl]methyl]-2-azaspiro[3.3]heptane-2-carbonyl]-2,5-diazaspiro[3.4]octan-6-one CN1N=CC(=C1C(F)(F)F)CC1CC2(CN(C2)C(=O)N2CC3(C2)NC(CC3)=O)C1